2-(2-(1-methyl-1H-imidazol-5-yl)quinolin-4-yl)-1'h-[1,5'-bi-benzo[d]imidazol]-2'(3'h)-one CN1C=NC=C1C1=NC2=CC=CC=C2C(=C1)C1=NC2=C(N1C1=CC3=C(NC(N3)=O)C=C1)C=CC=C2